O(C1=CC=CC=C1)[Pb]OC1=CC=CC=C1 diphenoxylead